ClC1=C(C=CC(=C1)C(F)(F)F)S(=O)(=O)C1CN(C1)C(=O)N1C[C@@H]2[C@@H](OCC(N2)=O)CC1 (4aR,8aS)-6-[3-[2-Chloro-4-(trifluoromethyl)phenyl]sulfonylazetidine-1-carbonyl]-4,4a,5,7,8,8a-hexahydropyrido[4,3-b][1,4]oxazin-3-one